(2R)-2-(6-{5-chloro-2-[(oxan-4-yl)amino]pyrimidin-4-yl}-1-oxo-2,3-dihydro-1H-isoindol-2-yl)-N-[(1R)-1-(5-chloropyridin-2-yl)-2-hydroxyethyl]propanamide ClC=1C(=NC(=NC1)NC1CCOCC1)C1=CC=C2CN(C(C2=C1)=O)[C@@H](C(=O)N[C@@H](CO)C1=NC=C(C=C1)Cl)C